C(#N)C1(CC1)C1(C(=O)N)CC=CC=C1 1-(1-cyanocyclopropyl)benzamide